ClC=1C(=C(C=CC1F)[C@H](NC(=O)N1[C@@H](C(NCC1)=O)C)C1CC(C1)=C)F |o1:8| (2R)-N-((R or S)-(3-chloro-2,4-difluoro-phenyl)(3-methylene-cyclobutyl)methyl)-2-methyl-3-oxopiperazine-1-carboxamide